1-(1-Benzyl-1H-indol-3-yl)-2,3-dihydro-1H-pyrrolo[1,2-a]indole C(C1=CC=CC=C1)N1C=C(C2=CC=CC=C12)C1CCN2C1=CC=1C=CC=CC21